2-(3-(2-(2,6-dioxopiperidin-3-yl)-1-oxoisoindolin-4-yl)propoxy)ethyl methanesulfonate CS(=O)(=O)OCCOCCCC1=C2CN(C(C2=CC=C1)=O)C1C(NC(CC1)=O)=O